BrC=1N(N=C2C=C(C=CC12)C1=C(C=CC=C1)C(F)(F)F)CCCN(C)C 3-(3-bromo-6-(2-trifluoromethylphenyl)-2H-indazol-2-yl)-N,N-dimethylpropan-1-amine